N1(C=NC=C1)C1=CC=C(C=C1)C=1OC(=C(N1)CN1CCC2(CC1)C=CC1=CC=CC=C12)C 2-(4-(1H-imidazol-1-yl)phenyl)-5-methyl-4-(spiro[indene-1,4'-piperidin]-1'-ylmethyl)oxazole